Cl.FC1CC(C1)N (1r,3r)-3-fluorocyclobutane-1-amine hydrochloride